C[Si](C)(C)N([Cs])[Si](C)(C)C.[Cs] cesium bistrimethylsilyl-aminocesium